CC1=C(C=CC=C1C1=[N+](C=C(C(=C1)C1CC1)C=O)C(=O)N)C1=C(C(=CC=C1)C1=[N+](C=C(C(=C1)C1CC1)C=O)C(=O)N)C (2,2'-dimethyl-[1,1'-biphenyl]-3,3'-diyl)bis(4-cyclopropyl-5-formylpyridiniumcarboxamide)